ClC=1C(=NC=CC1C(NC1(CC1)C)=O)NC1=C(C=C(C(=O)OC)C=C1F)C1CC1 methyl 4-({3-chloro-4-[(1-methylcyclopropyl)carbamoyl]pyridin-2-yl}amino)-3-cyclopropyl-5-fluorobenzoate